tert-butyl (1R,5S)-3-(7-chloro-2-(((2R,7aS)-2-fluorotetrahydro-1H-pyrrolizin-7a(5H)-yl)methoxy)pyrido[3,2-d]pyrimidin-4-yl)-3,8-diazabicyclo[3.2.1]octane-8-carboxylate ClC1=CC=2N=C(N=C(C2N=C1)N1C[C@H]2CC[C@@H](C1)N2C(=O)OC(C)(C)C)OC[C@]21CCCN1C[C@@H](C2)F